B(O)(O)CCC=1C(=C(C(=O)O)C(=CC1)OC1CN(C1)C(C[C@H]1NC[C@H](C1)F)=O)O 3-(2-Boronoethyl)-6-[(1-{[(2R,4S)-4-fluoropyrrolidin-2-yl]acetyl}azetidin-3-yl)oxy]-2-hydroxybenzoic acid